3-Chloro-2'-(4-chloro-3-(2-hydroxypropan-2-yl)-1H-pyrazol-1-yl)-4-((3,5-difluoropyridin-2-yl)methoxy-d2)-5',6-dimethyl-2H-[1,4'-bipyridin]-2-one ClC=1C(N(C(=CC1OC([2H])([2H])C1=NC=C(C=C1F)F)C)C1=CC(=NC=C1C)N1N=C(C(=C1)Cl)C(C)(C)O)=O